C12CN(CC(O1)C2)C(C(CC2=C(C=NC=C2)Cl)NC(=O)C2=CC=1C(=NC=C(C1)Cl)N2)=O racemic-N-(1-(6-oxa-3-azabicyclo[3.1.1]heptan-3-yl)-3-(3-chloropyridin-4-yl)-1-oxopropan-2-yl)-5-chloro-1H-pyrrolo[2,3-b]pyridine-2-carboxamide